CC(=O)O[C@@H]1C[C@@H]2CC[C@]1(C2(C)C)C (-)-bornyl acetate